ClC1=C(C=C(C(=C1)C)C)OCC 1-chloro-2-ethoxy-4,5-xylene